ethyl 3-(7-bromo-5-methyl-3,4-dihydroisoquinolin-2(1H)-yl)propanoate BrC1=CC(=C2CCN(CC2=C1)CCC(=O)OCC)C